C1(=CC=CC=C1)/C=C/COC(CC)=O Propionic acid (E)-3-phenyl-2-propenyl ester